N[C@@H]1C=2N(CC[C@H]1O)N=C(C2)COC |r| rac-(4R,5R)-4-amino-2-(methoxymethyl)-4,5,6,7-tetrahydropyrazolo[1,5-a]pyridin-5-ol